NC1CN(CCC1)C1C(CC(C1)C1=CC=C(C=C1)F)C1=NC(=NN1)C#N [2-(3-amino-1-piperidinyl)-4-(4-fluorophenyl)cyclopentyl]-1,2,4-triazole-3-carbonitrile